CCCCCCCCCCCCCCCCCCOC[C@H](COP(=O)([O-])OCC[N+](C)(C)C)OC(=O)CCCCCCC/C=C\C/C=C\CCCC 1-octadecyl-2-(9Z,12Z-heptadecadienoyl)-glycero-3-phosphocholine